4-{6-chloro-7-cyclopropoxy-pyrido[3,2-d]pyrimidin-4-yl}-3-(4-fluorophenyl)-1-methyl-1H-pyrazole ClC=1C(=CC=2N=CN=C(C2N1)C=1C(=NN(C1)C)C1=CC=C(C=C1)F)OC1CC1